1,1,1-trifluoro-N-(2-{(3R,4S)-4-hydroxy-3-[(5-methyl-1,3-thiazol-2-yl)methyl]-3,4-dihydro-2H-chromen-7-yl}phenyl)methanesulfonamide FC(S(=O)(=O)NC1=C(C=CC=C1)C1=CC=C2[C@H]([C@@H](COC2=C1)CC=1SC(=CN1)C)O)(F)F